CN(CCC1(C(C=C(C(=C1)F)NC=1N=C(C2=C(N1)NC=C2)C2=CN(C1=CC=CC=C21)C)N)NCC)C 1-(2-(dimethylamino)ethyl)-N1-ethyl-5-fluoro-N4-(4-(1-methyl-1H-indol-3-yl)-7H-pyrrolo[2,3-d]pyrimidin-2-yl)benzene-1,2,4-triamine